CN1N=CC(=C1C1=CC=C(C(=N1)OC1CN(C1)C(=O)N1N=CCC1C1=CN=C(S1)C)F)C (3-((6-(1,4-dimethyl-1H-pyrazol-5-yl)-3-fluoropyridin-2-yl)oxy)azetidin-1-yl)(5-(2-methylthiazol-5-yl)-4,5-dihydro-1H-pyrazol-1-yl)methanone